C1(CCCC1)C1=CC(=NN1)NC1CCN(CC1)S(=O)(=O)C N-(5-cyclopentyl-1H-pyrazol-3-yl)-1-(methylsulfonyl)piperidin-4-amine